(2S)-2-((4-(7-fluoro-1-(tetrahydro-2H-pyran-2-yl)-3-vinyl-1H-indazol-5-yl)-3-(methoxymethyl)-1-methyl-1H-pyrazol-5-yl)oxy)-N-methylpropan-1-amine FC=1C=C(C=C2C(=NN(C12)C1OCCCC1)C=C)C=1C(=NN(C1O[C@H](CNC)C)C)COC